4-(2-((3-((2,6-dioxopiperidin-3-yl)amino)phenyl)amino)-2-oxoethyl)-3,5-dimethylpiperazine-1-carboxylic acid tert-butyl ester C(C)(C)(C)OC(=O)N1CC(N(C(C1)C)CC(=O)NC1=CC(=CC=C1)NC1C(NC(CC1)=O)=O)C